(S)-1,1-biphenylyl-1,2-propanediol C1(=C(C=CC=C1)[C@@H](C(C)O)O)C1=CC=CC=C1